N2-isopropyl-9-(pyrrolidin-3-yl)-9H-purine-2,8-diamine C(C)(C)NC1=NC=C2N=C(N(C2=N1)C1CNCC1)N